methyl-(t-butoxycarbonyl)-L-tryptophanyl-L-cysteine CN([C@@H](CC1=CNC2=CC=CC=C12)C(=O)N[C@@H](CS)C(=O)O)C(=O)OC(C)(C)C